3-(1-oxo-4-(piperazin-1-yl)isoindol-2-yl)piperidine O=C1N(CC2=C(C=CC=C12)N1CCNCC1)C1CNCCC1